FC1=C(C(=CC=C1)F)C1=CC2=C(N=C(N=C2)NC=2C=CC(=NC2)OCCN2CCN(CC2)C(=O)OC(C)(C)C)N(C1=O)C tert-butyl 4-[2-[[5-[[6-(2,6-difluorophenyl)-8-methyl-7-oxo-pyrido[2,3-d]pyrimidin-2-yl]amino]-2-pyridyl]oxy]ethyl]piperazine-1-carboxylate